C1(CC1)OC=1C=CC(=NC1)N1CCC1 1-(5-cyclopropoxypyridin-2-yl)azetidine